BrC=1C=C2C(=NC1)NC(=C2C)Cl 5-bromo-2-chloro-3-methyl-1H-pyrrolo[2,3-b]pyridine